CC1=CC(=C(C=C1)S(=O)(=O)N1[C@@H](CCC1)C(=O)OCCCC)OCCCCCC=O Butyl ((4-methyl-2-((6-oxohexyl)oxy)phenyl)sulfonyl)-L-prolinate